(R)-cyclohexyl((R)-5H-imidazo[5,1-a]isoindol-5-yl)methanol C1(CCCCC1)[C@@H](O)[C@@H]1N2C(C3=CC=CC=C13)=CN=C2